F[C@@H]1[C@@H](C(CNC1)(C)C)O cis-5-fluoro-3,3-dimethylpiperidin-4-ol